ethyl 4-amino-1-(4-methoxybenzyl)-3-methyl-1H-pyrazole-5-carboxylate NC=1C(=NN(C1C(=O)OCC)CC1=CC=C(C=C1)OC)C